N1C(=NC=C1)CN(C(OC(C)(C)C)=O)CC tert-butyl ((1H-imidazol-2-yl)methyl)(ethyl)carbamate